C(C)(C)(C)OC(=O)N1CCC2=C(C=CC=C12)C(=O)N1CC2(CC1)C(NC(CC2)=O)=O.S2C=C(C=C2)/C=C/CCC=O (E)-5-(thiophen-3-yl)pent-4-enal tert-Butyl-4-(6,8-dioxo-2,7-diazaspiro[4.5]decane-2-carbonyl)indoline-1-carboxylate